2-(4-bromopyridin-2-yl)-2-methylpropan-1-ol BrC1=CC(=NC=C1)C(CO)(C)C